[O-]O.NC(=O)N.NC(=O)N bisUrea hydroperoxide